C1(CC1)NC(=O)C=1C=CC(=C(C1)C=1C=NN(C1)C1=CN=C2N1C=CC(=C2)C(=O)NCCNC)C 3-{4-[5-(cyclopropylcarbamoyl)-2-methylphenyl]-1H-pyrazol-1-yl}-N-[2-(methylamino)ethyl]imidazo[1,2-a]pyridine-7-carboxamide